FC(C(=O)[O-])(F)F.ClC1=CC=C(C(=O)NC(C)C2=[NH+]C=3CCCN(C3C=C2)C2=NC(=NC3=CC=CC=C23)C(F)(F)F)C=C1 2-(1-(4-chlorobenzamido)ethyl)-5-(2-(trifluoromethyl)quinazolin-4-yl)-5,6,7,8-tetrahydro-1,5-naphthyridin-1-ium 2,2,2-trifluoroacetate